IC1=C(C=CC=C1)N1C=CC2=C(C=CC=C12)C 1-(2-iodophenyl)-4-methyl-1H-indol